1-(hydroxypropyl)pyridinium OCCC[N+]1=CC=CC=C1